CC1(C2=CC=CC=C2C=2C=C(C=CC12)C(=O)NCC(=O)N1C(CC(C1)(CF)F)C(=O)N)C ((9,9-dimethyl-9H-fluorene-3-carbonyl)glycyl)-4-fluoro-4-(fluoromethyl)pyrrolidine-2-carboxamide